1-(1'-(cyclopropanecarbonyl)-4-methyl-1-phenyl-1H,1'H-[3,4'-bipyrazol]-5-yl)-3-((3S,4R)-4-(3,4-difluorophenyl)-1-(2-methoxyethyl)pyrrolidin-3-yl)urea C1(CC1)C(=O)N1N=CC(=C1)C1=NN(C(=C1C)NC(=O)N[C@@H]1CN(C[C@H]1C1=CC(=C(C=C1)F)F)CCOC)C1=CC=CC=C1